C1(CCC1)C=1N(C(C2=C(NC3=CC(=CN=C3C2=O)C#N)N1)=O)C1=CC=CC=C1 2-cyclobutyl-4,5-dioxo-3-phenyl-3,4,5,10-tetrahydropyrimido[4,5-b][1,5]naphthyridine-8-carbonitrile